O=C1C2=C(N=NN1CCC)C=C(C=C2)NC(C2=CC=CC=C2)=O N-(4-oxo-3-propyl-3,4-dihydrobenzo[d][1,2,3]triazin-7-yl)benzamide